2-(4-((2-acetamidothiazol-5-yl)methyl)piperazin-1-yl)-N-(4-benzylphenyl)acetamide C(C)(=O)NC=1SC(=CN1)CN1CCN(CC1)CC(=O)NC1=CC=C(C=C1)CC1=CC=CC=C1